(3-(difluoromethyl)-1H-indazol-1-yl)pyrimidine-5-carboxylic acid ethyl ester C(C)OC(=O)C=1C=NC(=NC1)N1N=C(C2=CC=CC=C12)C(F)F